C1C(CCC)O1 1,2-Epoxypentane